NC=1C=CC(=C(C1)CO)O[Si](C(C)C)(C(C)C)C(C)C (5-amino-2-{[tris(prop-2-yl)silanyl]oxy}phenyl)methanol